methyl 2-(3-(2-chloropyrimidin-4-yl) phenyl)-2-methylpropionate ClC1=NC=CC(=N1)C=1C=C(C=CC1)C(C(=O)OC)(C)C